C(CCCCCCC)C(C(=O)O)CC1=CC(=C(C(=C1)C(C)(C)C)O)C(C)(C)C octyl-3,5-di-tert-butyl-4-hydroxy-hydrocinnamic acid